2,2'-methylene-bis-(6-cyclohexyl-4-methylphenol) C(C1=C(C(=CC(=C1)C)C1CCCCC1)O)C1=C(C(=CC(=C1)C)C1CCCCC1)O